C(C)C1(CCC(CC1)NC=1N=CC2=C(N1)NC=C2C=2C=CC=1N(N2)C=CN1)O (1s,4s)-1-ethyl-4-((5-(imidazo[1,2-b]pyridazin-6-yl)-7H-pyrrolo[2,3-d]pyrimidin-2-yl)amino)cyclohexan-1-ol